beta-carotene-4,4'-dione dipalmitate C(CCCCCCCCCCCCCCC)(=O)O.C(CCCCCCCCCCCCCCC)(=O)O.CC1(C)CCC(C(C)=C1\C=C\C(\C)=C\C=C\C(\C)=C\C=C\C=C(/C)\C=C\C=C(/C)\C=C\C1=C(C)C(CCC1(C)C)=O)=O